CC1(N(CCC1)CCNC(=O)C=1C=C(C(=NC1)C)NC1=NN(C2=NC(=NC=C21)NC=2C=NC=C(C(=O)OC)C2)C)C methyl 5-((3-((5-((2-(2,2-dimethylpyrrolidin-1-yl)ethyl) carbamoyl)-2-methylpyridin-3-yl) amino)-1-methyl-1H-pyrazolo[3,4-d]pyrimidin-6-yl)amino)nicotinate